diethyl-3,3-dimethylcyclohex-1-ene-1,2-dicarboxylic acid C(C)C1(C(C(=C(CC1)C(=O)O)C(=O)O)(C)C)CC